diethyl D-(-)-tartrate C(=O)(OCC)[C@@H](O)[C@H](O)C(=O)OCC